(R)-3-(4-fluoro-2-nitrophenoxy)tetrahydrofuran FC1=CC(=C(O[C@H]2COCC2)C=C1)[N+](=O)[O-]